N-(6,6-dimethyl-2,4-dioxo-3-azabicyclo[3.1.0]hexane-3-yl)-4-(trifluoromethyl)benzamide CC1(C2C(N(C(C12)=O)NC(C1=CC=C(C=C1)C(F)(F)F)=O)=O)C